C(C)(C)(C)OC(=O)N1C[C@H](C([C@H](C1)CCCOS(=O)(=O)C1=CC=C(C)C=C1)(F)F)C (3r,5s)-4,4-difluoro-3-methyl-5-(3-(tosyloxy)propyl)piperidine-1-carboxylic acid tert-butyl ester